ClC=1C=C(CSCC(=O)NC2CC2)C=C(C1CC1=CC(=C(C=C1)O)C(C)C)C 2-((3-chloro-4-(4-hydroxy-3-isopropylbenzyl)-5-methylbenzyl)thio)-N-cyclopropylacetamide